2,8-dibromodibenzothiophene 5,5-dioxide BrC1=CC2=C(S(C3=C2C=C(C=C3)Br)(=O)=O)C=C1